C(C1=CC=CC=C1)OC1(C2=NN=C(C3=C(C=C(C(CN(CCC=CC1)C(=O)C1CCC1)=N3)C(F)(F)F)NC(OC(C)(C)C)=O)O2)C(F)(F)F tert-Butyl N-[6-benzyloxy-12-(cyclobutanecarbonyl)-6,15-bis(trifluoromethyl)-19-oxa-3,4,12,18-tetrazatricyclo[12.3.1.12,5]nonadeca-1(17),2,4,8,14(18),15-hexaen-17-yl]carbamate